O.CC1=CC=C(C=C1)S(=O)(=O)O p-toluene-sulphonic acid monohydrate